tris(furan-2-ylmethyl)amine O1C(=CC=C1)CN(CC=1OC=CC1)CC=1OC=CC1